FC1=C(C=CC=C1)C([C@@H](C=C)O)[C@H](C=C)O |r| rac-(3R*,4r,5S*)-4-(2-fluorophenyl)hepta-1,6-diene-3,5-diol